[Cl-].[Cl-].[Cl-].[Cl-].[Cl-].[Nb+5] Niobium pentachloride